FC1(CCC(CC1)(C1=CC=C(C=C1)O)C(=O)N1[C@H](C[C@H](C1)F)C(=O)NC1=CC=C2C(=N1)C=NN2C(=O)OC(C)(C)C)F tert-Butyl 5-{[(4R)-1-{[4,4-difluoro-1-(4-hydroxyphenyl)cyclohexyl] carbonyl}-4-fluoro-D-prolyl]amino}-1H-pyrazolo[4,3-b]pyridine-1-carboxylate